4-((((2R,3S)-5-chloro-6-fluoro-3-methyl-2-(pyridin-2-yl)-4-(4,4,5,5-tetramethyl-1,3,2-dioxaborolan-2-yl)-2,3-dihydrobenzofuran-2-yl)methyl)amino)-1-methylcyclohexan-1-ol ClC=1C(=CC2=C([C@@H]([C@](O2)(C2=NC=CC=C2)CNC2CCC(CC2)(O)C)C)C1B1OC(C(O1)(C)C)(C)C)F